prolyl-Lysine N1[C@@H](CCC1)C(=O)N[C@@H](CCCCN)C(=O)O